N-(6-((1S,4S)-2-oxa-5-azabicyclo[2.2.1]heptan-5-yl)pyridin-2-yl)-5-((1-hydroxy-2-methylpropan-2-yl)amino)-3-(6-azaspiro[2.5]octan-6-yl)pyrazine-2-carboxamide [C@@H]12OC[C@@H](N(C1)C1=CC=CC(=N1)NC(=O)C1=NC=C(N=C1N1CCC3(CC3)CC1)NC(CO)(C)C)C2